OC=1C=C(C(=O)NC[C@]2([C@@H](N3C(C[C@H]3S2(=O)=O)=O)C(=O)O)C)C=CC1O (2S,3S,5R)-3-((3,4-dihydroxybenzamido)methyl)-3-methyl-7-oxo-4-thia-1-azabicyclo[3.2.0]heptane-2-carboxylic acid 4,4-dioxide